C(C1=CC=CC=C1)(C1=CC=CC=C1)C=1C=C(C=C(C1)C(C1=CC=CC=C1)C1=CC=CC=C1)C1=C(C(=CC=C1OC)OC)P(C(C)(C)C)C(C)(C)C [3',5'-bis(benzhydryl)-3,6-dimethoxy-biphenyl-2-yl]-di-tert-butylphosphine